CC(C)CCC[C@@H](C)[C@H]1CC[C@H]2[C@@H]3CC=C4CCCC[C@]4(C)[C@H]3CC[C@]12C (24R)-cholest-5-en